[K+].N1(CCN(CC1)C(=S)[S-])C(=S)[S-].[K+] piperazine-N,N'-bisdithiocarboxylic acid potassium salt